CCCCC=1NC2=CC=CC=C2C1C 3-methyl-alpha-propyl-[3-methyl-indole]